trans-4-((3-(1-Isopropyl-1H-pyrazol-4-yl)phenyl)((trans-4-(5-methoxy-6-methylpyridin-2-yl)cyclohexyl)methyl)carbamoyl)cyclohexyl 4-methylpiperazine-1-carboxylate CN1CCN(CC1)C(=O)O[C@@H]1CC[C@H](CC1)C(N(C[C@@H]1CC[C@H](CC1)C1=NC(=C(C=C1)OC)C)C1=CC(=CC=C1)C=1C=NN(C1)C(C)C)=O